CN1CCC[C@H]1C2=CN=CC=C2 (S)-(-)-nicotine